(Boc)-L-leucine C(=O)(OC(C)(C)C)N[C@@H](CC(C)C)C(=O)O